6-(5-(adamantan-1-yl)-2-hydroxyphenyl)-4-hydroxy-2-naphthoic acid C12(CC3CC(CC(C1)C3)C2)C=2C=CC(=C(C2)C=2C=C3C(=CC(=CC3=CC2)C(=O)O)O)O